NCC(=O)N1CC=2NC=3C(=C(C=CC3C2C1)Cl)Cl 2-amino-1-(5,6-dichloro-3,4-dihydropyrrolo[3,4-b]indol-2(1H)-yl)ethan-1-one